NC1=CC=C(OC2=CC=C(C=C2)NC(=O)C=2C=C3C(N(C(C3=CC2)=O)C2=CC=C(C=C2)OC2=CC=C(C=C2)N)=O)C=C1 N,2-bis(4-(4-aminophenoxy)phenyl)-1,3-dioxoisoindoline-5-carboxamide